P(OCCOP([O-])=O)([O-])=O ethylene bisphosphonate